BrC=1C=C(OC=2C=NN(C2C(=O)OC)C)C=CC1 Methyl 4-(3-bromophenoxy)-1-methyl-1H-pyrazole-5-carboxylate